n-octadecyl methanoate C(=O)OCCCCCCCCCCCCCCCCCC